Allyl 3-(((allyloxy) carbonyl) (methyl) amino)-4-morpholino-4-oxobutanoate C(C=C)OC(=O)N(C(CC(=O)OCC=C)C(=O)N1CCOCC1)C